methyl N-[4-methyl-5-({4-[(2S)-2-({7-methylthieno[3,2-d]pyrimidin-4-yl} amino)propyl]piperazin-1-yl} sulfonyl)-1,3-thiazol-2-yl]carbamate CC=1N=C(SC1S(=O)(=O)N1CCN(CC1)C[C@H](C)NC=1C2=C(N=CN1)C(=CS2)C)NC(OC)=O